NC1=C(N=C(N1CCNC(OC(C)(C)C)=O)CCCC)C#N tert-Butyl (2-(5-amino-2-butyl-4-cyano-1H-imidazol-1-yl)ethyl)carbamate